N1=C(C=CC2=CC=CC=C12)N[C@@H](C)C(=O)O quinolyl-L-alanine